C(C1=CC(=C(C(=C1)C(C)(C)C)O)C(C)(C)C)C1=CC(=C(C(=C1)C(C)(C)C)O)C(C)(C)C 4,4'-Methylenbis(2,6-di-t-Butylphenol)